N-(2-cyclopropyl-5-(2-oxopyrrolidin-1-yl)pyridin-3-yl)-6-(1-methyl-1H-pyrazol-4-yl)picolinamide C1(CC1)C1=NC=C(C=C1NC(C1=NC(=CC=C1)C=1C=NN(C1)C)=O)N1C(CCC1)=O